3-[4-(4,4,5,5-tetramethyl-1,3,2-dioxaborolan-2-yl)-1H-pyrazol-1-yl]Azetidine-1-carboxylic acid tert-butyl ester C(C)(C)(C)OC(=O)N1CC(C1)N1N=CC(=C1)B1OC(C(O1)(C)C)(C)C